(R)-3-(3-fluoro-phenyl)-N-[2-hydroxy-1-(3-morpholin-4-yl-phenyl)-ethyl]-acrylamide FC=1C=C(C=CC1)C=CC(=O)N[C@@H](CO)C1=CC(=CC=C1)N1CCOCC1